C1(=CC=CC=C1)C(C)(C(C)(C1=CC=CC=C1)C1=CC=CC=C1)C1=CC=CC=C1 2,2,3,3-tetraphenylbutane